NCCC[Si](OCC)(OCC)C 3-Aminopropylmethyl-diethoxysilane